6-(2,6-Difluorophenyl)-4-(5-morpholinopyrimidin-2-yl)aminopyridine-3-carboxamide FC1=C(C(=CC=C1)F)C1=CC(=C(C=N1)C(=O)N)NC1=NC=C(C=N1)N1CCOCC1